3-[2-chloro-8-fluoro-7-[3-(methoxymethyloxy)-1-naphthyl]-6-vinyl-quinazolin-4-yl]-3,8-diazabicyclo[3.2.1]Octane-8-carboxylic acid tert-butyl ester C(C)(C)(C)OC(=O)N1C2CN(CC1CC2)C2=NC(=NC1=C(C(=C(C=C21)C=C)C2=CC(=CC1=CC=CC=C21)OCOC)F)Cl